[Li+].C(=C)C1=CC=C(C=C1)S(=O)(=O)[O-] 4-vinylbenzene-sulfonic acid lithium salt